C1(CC1)C=1N(C(=C(N1)N1CC2=NC=C(C=C2C1=O)C(F)(F)F)S(=O)(=O)CC)C 6-(2-cyclopropyl-5-ethylsulfonyl-1-methyl-imidazol-4-yl)-3-(trifluoromethyl)-7H-pyrrolo[3,4-b]pyridin-5-one